8-[4-(trifluoromethoxy)phenyl]-5-vinyl-imidazo[1,2-a]pyridine-6-carbonitrile FC(OC1=CC=C(C=C1)C=1C=2N(C(=C(C1)C#N)C=C)C=CN2)(F)F